C(CCCCCCCCCCCCCCCCC)OCCCCCCCCCCCCCCCCCC octadecylether